COC/C=C/C=1C=NC=2N(C1)C=C(N2)C2=C(C=CC=C2)O 2-[6-[(E)-3-methoxyprop-1-enyl]imidazo[1,2-a]pyrimidin-2-yl]phenol